CC(CCCCCCC=CC(=O)O)CC 10-methyl-2-dodecenoic acid